5-(1-(1,3-difluoropropan-2-yl)-1H-benzo[d][1,2,3]triazol-6-yl)-6-fluoro-N-((3S,4R)-3-fluoro-1-(oxetan-3-yl-3-d)piperidin-4-yl)-4-methoxypyrrolo[2,1-f][1,2,4]triazin-2-amine FCC(CF)N1N=NC2=C1C=C(C=C2)C=2C(=CN1N=C(N=C(C12)OC)N[C@H]1[C@H](CN(CC1)C1(COC1)[2H])F)F